isopropyl 6-methyl-1-(6-methylpyridazin-3-yl)-5-(1-(piperazin-1-yl)vinyl)indolizine-7-carboxylate CC1=C(N2C=CC(=C2C=C1C(=O)OC(C)C)C=1N=NC(=CC1)C)C(=C)N1CCNCC1